2-(2,6-difluorophenyl)-8-iodo-N-((1r,4r)-4-morpholinocyclohexyl)pyrazolo[1,5-a][1,3,5]triazin-4-amine FC1=C(C(=CC=C1)F)C1=NC=2N(C(=N1)NC1CCC(CC1)N1CCOCC1)N=CC2I